3-(4-fluoro-5-{[(4-fluorophenyl)methyl]amino}-1-(4-methylfuran-3-carbonyl)-1H-pyrazol-3-yl)-N,N-dimethyl-2-oxo-4-(trifluoromethyl)pyrrolidine-1-sulfonamide FC=1C(=NN(C1NCC1=CC=C(C=C1)F)C(=O)C1=COC=C1C)C1C(N(CC1C(F)(F)F)S(=O)(=O)N(C)C)=O